C(C)=NNC(=S)NC1=CC=C(C=C1)OC ethylidene-4-p-methoxyphenylthiosemicarbazide